tert-butyl (3-oxa-9-azabicyclo[3.3.1]nonan-7-yl)carbamate C12COCC(CC(C1)NC(OC(C)(C)C)=O)N2